ClC=1C(=CC(=C(C1)C1=C(C=C2C(NC(N3C2=C1SC[C@H](C3)NC(OC(C)(C)C)=O)=O)=O)C(F)(F)F)F)F tert-butyl ((3S)-11-(5-chloro-2,4-difluorophenyl)-6,8-dioxo-10-(trifluoromethyl)-3,4,7,8-tetrahydro-2H,6H-[1,4]thiazepino[2,3,4-ij]quinazolin-3-yl)carbamate